zinc potassium monohydrochloride Cl.[K].[Zn]